2-(cyclopropylamino)-8-(4-(difluoromethoxy)phenyl)-6-(2-(hydroxymethyl)-2-methyl-2,3-Dihydrobenzofuran-5-yl)pteridine-7(8H)-one C1(CC1)NC1=NC=2N(C(C(=NC2C=N1)C=1C=CC2=C(CC(O2)(C)CO)C1)=O)C1=CC=C(C=C1)OC(F)F